CN1C(=CN=CC1=O)C1=NC=C(C=N1)C=1NC(C2=CC=CC=C2C1)=O 3-(2-(1-methyl-6-oxo-1,6-dihydropyrazin-2-yl)pyrimidin-5-yl)isoquinolin-1(2H)-one